(S)-2-iodopentane I[C@@H](C)CCC